FC(C=1C=2N(C=CC1)N=C(C2)[C@@H]2N(CCC1=C2N=CN1)C(=O)C=1OC(=NN1)C=1C=NN(C1C)C)F (R)-(4-(4-(difluoromethyl)pyrazolo[1,5-a]pyridin-2-yl)-6,7-dihydro-1H-imidazo[4,5-c]pyridin-5(4H)-yl)(5-(1,5-dimethyl-1H-pyrazol-4-yl)-1,3,4-oxadiazol-2-yl)methanone